tert-Butyl 2-[[8-(1-aminoethyl)-3,7-dimethyl-2,6-dioxo-purin-1-yl]methyl]-4-chloro-indole-1-carboxylate NC(C)C1=NC=2N(C(N(C(C2N1C)=O)CC=1N(C2=CC=CC(=C2C1)Cl)C(=O)OC(C)(C)C)=O)C